2-(tert-butylamino)benzo[d]thiazole-6-carboxylic acid C(C)(C)(C)NC=1SC2=C(N1)C=CC(=C2)C(=O)O